[Si](C)(C)(C(C)(C)C)O[C@H]1C[C@H](N(C1=O)C)C(=O)NC1=C(C=CC(=C1)OC1=CC=C(C=C1)C(F)(F)F)OC (2S,4S)-4-((tert-Butyldimethylsilyl)oxy)-N-(2-methoxy-5-(4-(trifluoromethyl)phenoxy)phenyl)-1-methyl-5-oxopyrrolidine-2-carboxamide